1-Nonyl-4-Methylpiperidinium methansulfonat CS(=O)(=O)[O-].C(CCCCCCCC)[NH+]1CCC(CC1)C